N(=[N+]=[N-])CC1=NN(C=2N(C([C@@H]([C@H](C21)C2=CC=C(C=C2)F)NC(C2=CC(=CC=C2)C(F)(F)F)=O)=O)CC)C2=CC=CC=C2 |r| N-[rac-(4S,5R)-3-(azidomethyl)-7-ethyl-4-(4-fluorophenyl)-6-oxo-1-phenyl-4,5-dihydropyrazolo[3,4-b]pyridine-5-yl]-3-(trifluoromethyl)benzamide